COC=1C=CC=2N(C3=CC=C(C=C3C2C1)OC)CCCCCCOP(O)(O)=O [6-(3,6-dimethoxy-9H-carbazole-9-yl)hexyl]phosphoric acid